[Cu].[Al] ALUMINUM-COPPER